C1(=CC=CC=C1)C=1C(=NC=CC1)C1=NC2=C(C=C1C([2H])([2H])[2H])OC1=C2C=CC=C1 (phenyl)[(methyl-d3)benzofuropyridinyl]pyridine